ClC=1C=C2C(=NC(=NC2=C(C1C1=C(C=CC=C1O)F)F)N1CC(C1)CO)N1[C@@H](CN(C[C@@H]1C)C(C=C)=O)C 1-((3R,5S)-4-(6-chloro-8-fluoro-7-(2-fluoro-6-hydroxyphenyl)-2-(3-(hydroxymethyl)azetidin-1-yl)quinazolin-4-yl)-3,5-dimethylpiperazin-1-yl)prop-2-en-1-one